N[C@@H]1C(N(CCC1)C(C(F)(F)F)C1=NC=C(C=C1)NC1CC2=CC=C(C(=C2C1)F)Cl)=O (3S)-3-Amino-1-(1-(5-((5-chloro-4-fluoro-2,3-dihydro-inden-2-yl)amino)pyridin-2-yl)-2,2,2-trifluoroethyl)piperidin-2-one